2-morpholinoethan O1CCN(CC1)CC